FC1(COCCOCCN2N=CC(C3=NNC=4C=CC(O1)=CC34)=C2)F 13,13-difluoro-8,11,14-trioxa-4,5,19,20-tetraazatetracyclo[13.5.2.12,5.018,21]tricosa-1(20),2(23),3,15(22),16,18(21)-hexaene